2-dicyclohexylphosphino-2',4',6-triisopropyl-1,1-biphenyl C1(CCCCC1)P(C1=C(C(=CC=C1)C(C)C)C1=C(C=C(C=C1)C(C)C)C(C)C)C1CCCCC1